2-(2-{5-[(3R,5R)-3-amino-5-fluoropiperidine-1-carbonyl]-7-methoxy-1-methyl-1H-1,3-benzodiazol-2-yl}-1-(cyclopropylmethyl)-1H-pyrrolo[2,3-b]pyridin-6-yl)-6-fluorobenzoic acid N[C@H]1CN(C[C@@H](C1)F)C(=O)C1=CC2=C(N(C(=N2)C2=CC=3C(=NC(=CC3)C3=C(C(=O)O)C(=CC=C3)F)N2CC2CC2)C)C(=C1)OC